N-(3-(7-((3S,4S)-4-amino-3-methyl-2-oxa-8-azaspiro[4.5]decane-8-yl)-2,4-dioxa-1,2-dihydropteridine-3(4H)-yl)-2-chlorophenyl)pyrimidine-4-carboxamide N[C@@H]1[C@@H](OCC12CCN(CC2)C2=CN=C1ON(ONC1=N2)C=2C(=C(C=CC2)NC(=O)C2=NC=NC=C2)Cl)C